2-({2-chloro-4-fluoro-5-[3-methyl-2,6-dioxo-4-(trifluoromethyl)-3,6-dihydropyrimidine-1(2H)-yl]phenyl}sulfanyl)-4-methylpentanoic acid ClC1=C(C=C(C(=C1)F)N1C(N(C(=CC1=O)C(F)(F)F)C)=O)SC(C(=O)O)CC(C)C